(5-amino-7-fluoroimidazo[1,2-c]quinazolin-2-yl)(2,7-diazaspiro[4.4]nonan-2-yl)methanone NC1=NC=2C(=CC=CC2C=2N1C=C(N2)C(=O)N2CC1(CC2)CNCC1)F